tertbutyl 4-[(3aR,4R,6R,6aS)-6-{4-chloro-5-iodopyrrolo[2,3-d]pyrimidin-7-yl}-2,2-dimethyl-tetrahydro-3aH-cyclopenta[d][1,3]dioxol-4-yl]-3-methylpiperidine-1-carboxylate ClC=1C2=C(N=CN1)N(C=C2I)[C@@H]2C[C@@H]([C@@H]1[C@H]2OC(O1)(C)C)C1C(CN(CC1)C(=O)OC(C)(C)C)C